C(C)(C)C1NCCC2=CC=CC=C12 1-isopropyl-1,2,3,4-tetrahydroisoquinoline